C1(=CC(=CC=C1)N1C=NC=C1)N1C=NC=C1 1,1'-(1,3-phenylene)bis(1H-imidazole)